tert-butyl 6-amino-7-fluoro-4,4-dimethyl-1-oxo-3H-isoquinoline-2-carboxylate NC=1C=C2C(CN(C(C2=CC1F)=O)C(=O)OC(C)(C)C)(C)C